CS(=O)(=O)OCC1CCC(CC1)COCCCCCN1C(C2=CC=CC=C2C1=O)=O ((1r,4r)-4-(((5-(1,3-dioxoisoindoline-2-yl)pentyl)oxy)methyl)cyclohexyl)methyl methanesulfonate